FC1=CC=C(C(=O)C2CNC(C=3N2C(=NC3C(=O)N)C3=NC(=NS3)C)C)C=C1 (4-fluorobenzoyl)-8-methyl-3-(3-methyl-1,2,4-thiadiazol-5-yl)-5,6,7,8-tetrahydroimidazo[1,5-a]pyrazine-1-carboxamide